ClC=1C=CC(=C(C1)C=1C=C2C(=NN(C2=CC1)C(C1=CC=CC=C1)(C1=CC=CC=C1)C1=CC=CC=C1)NC(=O)C1CN(CCC1)C(=O)OC(C)(C)C)C(F)(F)F tert-Butyl 3-({5-[5-chloro-2-(trifluoromethyl)phenyl]-1-trityl-1H-indazol-3-yl}carbamoyl)piperidine-1-carboxylate